C(C)(C)(C)OC(N(C)[C@H](C(=O)NC1=CC=C(C=C1)C1=CC(=C(C=C1)Cl)Cl)CCCC)=O (S)-tert-butyl(1-((3',4'-dichloro-[1,1'-biphenyl]-4-yl)amino)-1-oxohexan-2-yl)(methyl)carbamate